BrC=1N(N=C2C1N=C(N=C2N[C@H](C)C=2C=NC1=CC=CC=C1C2)N2CCN(CC2)C(C)=O)C(C)CC 1-{4-[3-Bromo-2-sec-butyl-7-((R)-1-quinolin-3-yl-ethylamino)-2H-pyrazolo[4,3-d]pyrimidin-5-yl]-piperazin-1-yl}-ethanon